FC(OC1=CC=CC=2C(N([C@H]3C=4N([C@@H](C21)C3)C3=C(N4)C=CC(=C3)C3=C(C=C(C(=C3)F)CP(=O)(C)C)F)C)=O)F (7R,14R)-1-(difluoromethoxy)-11-(4-((dimethylphosphoryl)methyl)-2,5-difluorophenyl)-6-methyl-6,7-dihydro-7,14-methanobenzo[f]benzo[4,5]imidazo[1,2-a][1,4]diazocin-5(14H)-one